The molecule is a benzoate ester resulting from the formal condensation of benzoic acid with the hydroxy group of metronidazole. It has a role as an antibacterial drug, an antimicrobial agent, an antiparasitic agent, an antitrichomonal drug and a prodrug. It derives from a metronidazole and a benzoic acid. CC1=NC=C(N1CCOC(=O)C2=CC=CC=C2)[N+](=O)[O-]